1-(2-morpholino-6-nitrothiazolo[4,5-b]pyridin-5-yl)pyrrolidin-3-ol tert-octanoate C(C(=O)OC1CN(CC1)C1=C(C=C2C(=N1)N=C(S2)N2CCOCC2)[N+](=O)[O-])(C)CC(C)(C)C